N-(benzo[d]isothiazol-3-yl)thiophene-2-carboxamide S1N=C(C2=C1C=CC=C2)NC(=O)C=2SC=CC2